(S)-2-((4-(3-((4-cyano-2-fluorobenzyl)oxy)phenyl)piperidin-1-yl)methyl)-3-(oxetan-2-yl-methyl)-3H-imidazo[4,5-b]pyridine-5-carboxylic acid C(#N)C1=CC(=C(COC=2C=C(C=CC2)C2CCN(CC2)CC2=NC=3C(=NC(=CC3)C(=O)O)N2C[C@H]2OCC2)C=C1)F